C(#N)C1=C(C=CC(=C1)C(F)(F)F)N1CCN(CC1)C(=O)OC1CC2(CN(C2)CC2=CC=CC=C2)C1 2-benzyl-2-azaspiro[3.3]heptan-6-yl 4-[2-cyano-4-(trifluoromethyl)phenyl]piperazine-1-carboxylate